C1=C(NC2=C(C(=C3C=C(N=C3C2=C1C(=O)[O-])C(=O)O)[O-])[O-])C(=O)O The molecule is trianionic form of pyrroloquinoline quinol arising from deprotonation of the three carboxy groups. It is a tricarboxylic acid trianion and a pyrroloquinoline. It is a conjugate base of a pyrroloquinoline quinol. It is a conjugate acid of a pyrroloquinoline quinol(4-).